ClC1=CN=C2N1C=C(C=N2)C=2C=CN1N=C(N=CC12)NC1CCC(CC1)O 4-((5-(3-chloroimidazo[1,2-a]pyrimidin-6-yl)pyrrolo[2,1-f][1,2,4]triazin-2-yl)amino)cyclohexan-1-ol